C(CCCCCCCCC)OCOC=CCCCCCCCCCCCC(OC)OC dimethoxytetradecenyl decoxymethyl ether